1-(1-(2-(Azetidin-1-yl)pyrimidin-5-yl)ethyl-1-d)-1H-pyrazol-4-amine N1(CCC1)C1=NC=C(C=N1)C(C)([2H])N1N=CC(=C1)N